3-(3-(tert-butyl)-5-((2-((3,5-di-tert-butyl-4-hydroxyphenyl) thio)propan-2-yl)thio)-2-hydroxyphenyl)-3-methylbutyl alaninate N[C@@H](C)C(=O)OCCC(C)(C)C1=C(C(=CC(=C1)SC(C)(C)SC1=CC(=C(C(=C1)C(C)(C)C)O)C(C)(C)C)C(C)(C)C)O